(1-(2-(((1H-pyrrolo[3,2-c]pyridin-2-yl)methyl)amino)-2-oxoethyl)-6-oxo-2-phenyl-1,6-dihydropyrimidin-5-yl)-4-(1H-imidazol-5-yl)benzamide N1C(=CC=2C=NC=CC21)CNC(CN2C(=NC=C(C2=O)C2=C(C(=O)N)C=CC(=C2)C2=CN=CN2)C2=CC=CC=C2)=O